N1C(=CC2=CC=CC=C12)C=1C=C2C=NC(=NC2=CC1)NC=1C=CC(=C(C1)NC(=O)C1=CC=C(C(=O)OCC)C=C1)C ethyl 4-((5-((6-(1H-indol-2-yl)quinazolin-2-yl)amino)-2-methylphenyl)carbamoyl)benzoate